BrC=1C=C(SC1Br)C(C)=O (4,5-dibromo-thiophen-2-yl)-ethanone